1-[(2R,3R,4R,5R)-3,4,5-tribenzyloxy-2-(hydroxymethyl)-1-piperidyl]ethanone C(C1=CC=CC=C1)O[C@@H]1[C@H](N(C[C@H]([C@H]1OCC1=CC=CC=C1)OCC1=CC=CC=C1)C(C)=O)CO